CC1=C(N=NN1)C(=O)O methyltriazole-4-carboxylic acid